ClC1=NC=C(C(=C1)C1=C(C=NC(=C1)C)C(=O)NC=1SC(=NN1)[C@@]1(COCC1)F)OC (R)-2'-chloro-N-(5-(3-fluorotetrahydrofuran-3-yl)-1,3,4-thiadiazol-2-yl)-5'-methoxy-6-methyl-(4,4'-bipyridine)-3-carboxamide